FC1(CC(N(C1)C1=C(C(=NC=N1)NCC1CCN(CC1)CC(=O)N)F)C1=CC=C(C=C1)C(F)(F)F)F 2-(4-(((6-(4,4-difluoro-2-(4-(trifluoromethyl)phenyl)pyrrolidin-1-yl)-5-fluoropyrimidin-4-yl)amino)methyl)piperidin-1-yl)acetamide